C(=O)(O)C1=C(C=CC=C1)C=1N=C2N(C=C(C=C2)C(=O)O)C1NC1=CC=C(C=C1)C(=O)O 2-(2-Carboxyphenyl)-3-((4-carboxyphenyl)amino)imidazo[1,2-a]pyridine-6-carboxylic acid